4-((3-(4-(((3S,4S)-3-fluoro-1-((R)-2-hydroxy-3-methoxypropyl)piperidin-4-yl)amino)-1-(2,2,2-trifluoroethyl)-1H-indol-2-yl)prop-2-yn-1-yl)amino)-3-methoxybenzoic acid F[C@H]1CN(CC[C@@H]1NC1=C2C=C(N(C2=CC=C1)CC(F)(F)F)C#CCNC1=C(C=C(C(=O)O)C=C1)OC)C[C@H](COC)O